CC1C(C1CCCCC)C(=O)OCC ethyl 2-methyl-3-pentylcyclopropane-1-carboxylate